OC(C)(C)C=1C=C(SC1)S(=O)(=O)NC(NC1=C2CCCC2=CC=C1C1=C(C=2N(C=C1)C=CN2)C)=O 4-(2-hydroxypropan-2-yl)-N-((5-(8-methylimidazo[1,2-a]pyridin-7-yl)-2,3-dihydro-1H-inden-4-yl)carbamoyl)thiophene-2-sulfonamide